4-(((3-((2-((3S,4R)-3-fluoro-4-hydroxy-4-methylpiperidin-1-yl)pyrimidin-4-yl)amino)-5-isopropylisoquinolin-8-yl)oxy)methyl)-3-methyloxazolidin-2-one F[C@H]1CN(CC[C@@]1(C)O)C1=NC=CC(=N1)NC=1N=CC2=C(C=CC(=C2C1)C(C)C)OCC1N(C(OC1)=O)C